O.Cl.CS(=O)(=O)C1=CC(=C(C(=O)NC(=N)N)C=C1S(=O)(=O)C)C N-(4,5-bis-methylsulfonyl-2-methylbenzoyl)-guanidine hydrochloride hydrate